5-amino-1-(5-phospho-β-D-ribosyl)imidazole NC1=CN=CN1[C@H]1[C@H](O)[C@H](O)[C@H](O1)COP(=O)(O)O